FC=1C=C2C(=CN(C2=CC1)CCCOC)C(=O)O 5-fluoro-1-(3-methoxypropyl)-1H-indole-3-carboxylic acid